1-(((4R,6R)-9-(5-(2-hydroxy-prop-2-yl)pyrazin-2-yl)-8-oxo-7-oxa-9-azadispiro[2.2.46.23]dodecane-4-yl)methyl)-1H-benzo[d]imidazole-6-carbonitrile OC(C)(C)C=1N=CC(=NC1)N1C(O[C@]2(C[C@H](C3(CC3)CC2)CN2C=NC3=C2C=C(C=C3)C#N)C1)=O